C(C)(C)(C)OC(=O)N1CC2=C(CC1)N=C(S2)C2CC2 2-Cyclopropyl-6,7-dihydrothiazolo[5,4-c]pyridine-5(4H)-carboxylic acid tert-butyl ester